NC1=C(C=C2C=C(C=NC2=N1)C(=O)N([C@H](C)C1=NC=CC=N1)CC1=NC=C(C=C1)C(F)F)C 7-amino-N-((5-(difluoromethyl)-2-pyridinyl)methyl)-6-methyl-N-((1R)-1-(2-pyrimidinyl)ethyl)-1,8-naphthyridine-3-carboxamide